amino-3-(6-aminopyridin-3-yl)propionic acid NC(C(=O)O)CC=1C=NC(=CC1)N